1,5-diamino-1-methyl-pentane NC(CCCCN)C